CN(C(C(=O)C1=CC=C(C=C1)N1CCOCC1)CC)C 2-dimethylamino-1-(4-morpholinophenyl)butan-1-one